1-(anthraquinone-2-yl)ethyl N,N-dicyclohexylcarbamate C1(CCCCC1)N(C(OC(C)C1=CC=2C(C3=CC=CC=C3C(C2C=C1)=O)=O)=O)C1CCCCC1